C/C(/C(=O)O)=C\C=1SC(=CC1)C=1C=NC(=C(C1)F)C#N (E)-2-methyl-3-(5-(5-fluoro-6-cyanopyridin-3-yl)thiophen-2-yl)acrylic acid